F[C@H]1CN(C[C@@H]([C@H]1NC(=O)C1=CC(=CC=2N(C=NC21)CC(F)(F)F)C#CCNC2=C(C=C(C=C2)C=2N=NN(N2)C)OC)C)C N-[(3S,4R,5S)-3-fluoro-1-methyl-5-methyl-4-piperidyl]-6-{3-[2-methoxy-4-(2-methyl-2H-tetraazol-5-yl)phenylamino]-1-propynyl}-1-(2,2,2-trifluoroethyl)-1H-1,3-benzimidazole-4-carboxamide